[OH-].[Zn+2].[Ni+2].[OH-].[OH-].[OH-] nickel-zinc hydroxide